5-{4-[1-(difluoromethyl)-1H-pyrazol-4-yl]-3-fluoro-5-(trifluoromethyl)phenyl}-3,6-dihydro-2H-1,3,4-oxadiazin-2-one FC(N1N=CC(=C1)C1=C(C=C(C=C1C(F)(F)F)C1=NNC(OC1)=O)F)F